C1(=CC(=CC=C1)C1=NC(=NC(=N1)C1=CC=C(C=C1)Br)C1=CC=CC=C1)C1=CC=CC=C1 2-(biphenyl-3-yl)-4-(4-bromophenyl)-6-phenyl-1,3,5-triazine